butcarbonyl-sulfur C(CCC)C(=O)[S]